C(N)(OC([C@@]12CN(C[C@@]2(C1)C(F)(F)F)CC1=CC=CC=C1)C(C)(C)C)=O (tert-butyl ((1S,5S)-3-benzyl-5-(trifluoromethyl)-3-azabicyclo[3.1.0]hex-1-yl) methyl) carbamate